C1(CCCC1)C[C@H](N)C(=O)O β-cyclopentylalanine